ClC=1C=CC(=C(C1)[C@@H]1[C@H](C1)C(=O)O)C(F)F |r| rac-(1S*,2S*)-2-(5-chloro-2-(difluoromethyl)phenyl)cyclopropane-1-carboxylic acid